3-phenylpyrrolidine-1-carboxamide C1(=CC=CC=C1)C1CN(CC1)C(=O)N